C1(CC1)C1=CC=NC=2C(CCCC12)NCC1=NC=C(C=C1)C1=C(C=CC=C1F)F 4-cyclopropyl-N-((5-(2,6-difluorophenyl)pyridin-2-yl)methyl)-5,6,7,8-tetrahydroquinolin-8-amine